C(C)(C)C1=C(NC2=CC=C(C=C12)C1CCN(CC1)C(CS(=O)(=O)C)=O)C1=CC(=NC=C1)C 1-(4-(3-isopropyl-2-(2-methylpyridin-4-yl)-1H-indol-5-yl)piperidin-1-yl)-2-(methylsulfonyl)ethan-1-one